C(C)OCCNC(C=C)=O N-Ethoxyethylacrylamide